tert-butyl 4-[5-ethyl-2-(2-methoxypyridin-4-yl)-7-oxo-4-({[3-(trifluoromethyl)bicyclo[1.1.1]pentan-1-yl]carbamoyl}methyl)-[1,2,4]triazolo[1,5-a]pyrimidin-6-yl]piperazine-1-carboxylate C(C)C=1N(C=2N(C(C1N1CCN(CC1)C(=O)OC(C)(C)C)=O)N=C(N2)C2=CC(=NC=C2)OC)CC(NC21CC(C2)(C1)C(F)(F)F)=O